(S)-3-(3-(1-amino-2,3-dihydro-1H-inden-5-yl)-5-cyclopropyl-3H-imidazo[4,5-b]pyridin-2-yl)pyridin-2-amine N[C@H]1CCC2=CC(=CC=C12)N1C(=NC=2C1=NC(=CC2)C2CC2)C=2C(=NC=CC2)N